[Si](C)(C)(C(C)(C)C)O[C@@H]1[C@@H](CCC1)N(C)C (1R,2S)-2-((tert-butyldimethylsilyl)oxy)-N,N-dimethylcyclopentane-1-amine